C(C)OC(=O)C1=NOC(N1)=O.ClC1=C(C=C(OCC(=O)N[C@H]2CC[C@@H](NC2)C(=O)NCC2=CC=C(C=C2)C(F)(F)F)C=C1)F (2r,5s)-5-[2-(4-chloro-3-fluorophenoxy)acetamido]-N-{[4-(trifluoromethyl)phenyl]methyl}piperidine-2-carboxamide ethyl-5-oxo-4,5-dihydro-1,2,4-oxadiazole-3-carboxylate